(N-hydroxysuccinimide) ON1C(CCC1=O)=O